COCCOCCNC=1C(=NC(=C(N1)C(=O)O)NCCOCCOC)C(=O)O 3,6-bis((2-(2-methoxyethoxy)ethyl)amino)pyrazine-2,5-dicarboxylic acid